1-[(3,5-difluoro-2-pyridyl)methyl]-4-[3-fluoro-5-isobutyl-2-(2H-tetrazol-5-yl)-phenyl]piperazine FC=1C(=NC=C(C1)F)CN1CCN(CC1)C1=C(C(=CC(=C1)CC(C)C)F)C=1N=NNN1